OCC1=CC(=NC=C1C(F)(F)F)N1CCC(CC1)CC(=O)O 2-(1-(4-(hydroxymethyl)-5-(trifluoromethyl)pyridin-2-yl)piperidin-4-yl)acetic Acid